8-fluoro-9-oxo-2-(trifluoromethyl)-9H-indeno[2,1-d]pyrimidine-7-carbonitrile FC=1C=2C(C=3N=C(N=CC3C2C=CC1C#N)C(F)(F)F)=O